4-(4-(7-(diethylamino)-2-oxo-2H-chromene-3-carbonyl)piperazin-1-yl)benzaldehyde C(C)N(C1=CC=C2C=C(C(OC2=C1)=O)C(=O)N1CCN(CC1)C1=CC=C(C=O)C=C1)CC